CC1=C(C=O)C=CC(=C1)CO 2-methyl-4-hydroxymethylbenzaldehyde